1-((1r,4r)-4-fluorocyclohexyl)-3-methyl-N-(7-methyl-[1,2,4]triazolo[1,5-a]pyridin-6-yl)-1H-pyrazolo[3,4-d]pyrimidin-6-amine FC1CCC(CC1)N1N=C(C=2C1=NC(=NC2)NC=2C(=CC=1N(C2)N=CN1)C)C